CC(CC)C(CC(C(CC)C)=O)=O 3,7-dimethyl-4,6-nonanedione